C1(=CC=CC=C1)C1=C(C=C(C=O)C(=C1)C)C=O 4-phenyl-6-methyl-isophthalaldehyde